CN1CCN(CC1)C=1C=CC=2N(N1)C(=NN2)CCC(=O)NC2CCN(CC2)C 3-[6-(4-methylpiperazin-1-yl)-[1,2,4]triazolo[4,3-b]pyridazin-3-yl]-N-(1-methyl-piperidin-4-yl)propanamide